ethyl 2-(5-(3-acetylphenyl)-2-(cyclopropylmethyl)-1-(3-fluoro-4-sulfamoylbenzyl)-1H-pyrrol-3-yl)-5-methylthiazole-4-carboxylate C(C)(=O)C=1C=C(C=CC1)C1=CC(=C(N1CC1=CC(=C(C=C1)S(N)(=O)=O)F)CC1CC1)C=1SC(=C(N1)C(=O)OCC)C